C(CCCCCCCCCCC)NC([C@H]([C@@H]([C@@H]([C@H](C(=O)O)O)O)O)O)=O N-dodecyl-D-galactaric acid amide